C(C=C)N([P@](OC1C2=CC=CC=C2C=2C=CC=CC12)(=O)C1=CC=CC=C1)CC=C 9H-Fluoren-9-yl (S)-N,N-diallyl-P-phenylphosphonamidate